(S)-6-((3-(2,3-Dichloro-6-fluorophenyl)-1-(2-fluoroacetyl)pyrrolidin-3-yl)amino)-3-(methyl-d3)quinazolin-4(3H)-one ClC1=C(C(=CC=C1Cl)F)[C@@]1(CN(CC1)C(CF)=O)NC=1C=C2C(N(C=NC2=CC1)C([2H])([2H])[2H])=O